C(C1=CC=CC=C1)OCC(COCCCCCC(=O)OCCC(CCCCC)CCCCC)OCCCCCC(OCCC(CCCCC)CCCCC)=O 3-pentyloctyl 6-[3-benzyloxy-2-[6-oxo-6-(3-pentyloctoxy)hexoxy]propoxy]hexanoate